(2R,4aS,6aS,9S,10Z,12bR,14aS,14bR)-10-(cyanomethylene)-9-methoxy-2,4a,6a,9,12b,14a-hexamethyl-11-oxo-1,2,3,4,4a,5,6,6a,9,10,11,12b,13,14,14a,14b-hexadecahydropicene-2-carboxamide C(#N)\C=C/1\[C@@](C2=CC=C3[C@]4(CC[C@]5(CC[C@](C[C@H]5[C@@]4(CC[C@]3(C2=CC1=O)C)C)(C(=O)N)C)C)C)(C)OC